methyl 4-(4-aminoisoquinolin-5-yl)picolinate NC1=CN=CC2=CC=CC(=C12)C1=CC(=NC=C1)C(=O)OC